3-fluoro-4-(((2'-oxo-1',2'-dihydro-[2,4'-bipyridin]-6-yl)oxy)methyl)benzonitrile FC=1C=C(C#N)C=CC1COC1=CC=CC(=N1)C1=CC(NC=C1)=O